[O-]C#N.CC1=C(C(=C(C(=C1O)C)C)C(C)(C)C1=CC=C(C=C1)O)C tetramethylbisphenol A cyanate